OC1[C@@H](O[C@](C(O1)O)(CO[Si](C(C)C)(C(C)C)C(C)C)CO)N1C(NC(C=C1)=O)=O 1-[(2R,6S)-3,5-dihydroxy-6-(hydroxymethyl)-6-(triisopropylsiloxymethyl)-1,4-dioxan-2-yl]pyrimidine-2,4-dione